CC1(OCC2=CC(=CC=C12)B1OC(C(O1)(C)C)(C)C)C 2-(1,1-dimethyl-1,3-dihydroisobenzofuran-5-yl)-4,4,5,5-tetramethyl-1,3,2-dioxaborolane